(di-tert-butyl ((2S,4S)-5-amino-2-fluoropentane-1,4-diyl)dicarbamate) (di-tert-butyl ((2S,4S)-5-amino-2-fluoropentane-1,4-diyl)dicarbamate) C(C)(C)(C)N(C(O)=O)C[C@H](C[C@@H](CN)N(C(O)=O)C(C)(C)C)F.C(C)(C)(C)N(C(O)=O)C[C@H](C[C@@H](CN)N(C(O)=O)C(C)(C)C)F